4-(2,6-difluorostyryl)-N,N-dimethylaniline FC1=C(C=CC2=CC=C(N(C)C)C=C2)C(=CC=C1)F